O(O)C(CC=CC=CC=CC=CC(=O)O)CCCCCCCCC 11-hydroperoxy-eicosatetraenoic acid